COC1=CC=C(C=C1)C(CCC1=CC=C(C=C1)C)=O 1-(4-methoxyphenyl)-3-(4-methylphenyl)propan-1-one